FC1=C(C(=CC=C1)C(F)(F)F)COC1CN(C1)C(=O)N1C[C@@H]2[C@@H](OCC(N2)=O)CC1 (4aR,8aS)-6-[3-[[2-fluoro-6-(trifluoromethyl)phenyl]methoxy]azetidine-1-carbonyl]-4,4a,5,7,8,8a-hexahydropyrido[4,3-b][1,4]oxazin-3-one